ClC1=NC2=C(N1CC1CC1)C=CC=C2 2-chloro-1-(cyclopropylmethyl)-1H-benzo[d]imidazole